4,4',4''-nitrilotrianiline N(C1=CC=C(N)C=C1)(C1=CC=C(N)C=C1)C1=CC=C(N)C=C1